C(CC(O)(C(=O)O)CC(=O)O)(=O)O.CS(=O)(=O)NC=1C=C(CNCCN2CC3=CC=C(C=C3CC2CC2=CC=C(C=C2)F)F)C=CC1 (+)-N-[3-(methylsulfonylamino)benzyl]-2-[6-fluoro-3-(4-fluorobenzyl)-3,4-dihydroisoquinolin-2(1H)-yl]ethylamine mono-citrate